N1CCNCCC1 hexahydro-1H-1,4-diazepine